monochloro isocyanate ClN=C=O